2-(3-(4-methylpiperazin-1-yl)-5-(trifluoromethyl)phenyl)-1H-benz[d]imidazol-4-amine CN1CCN(CC1)C=1C=C(C=C(C1)C(F)(F)F)C1=NC2=C(N1)C=CC=C2N